4,4-difluoro-1-(3-phenyl-1,2,4-oxadiazol-5-yl)-6-azaspiro[2.5]octane-6-sulfonamide FC1(C2(CC2C2=NC(=NO2)C2=CC=CC=C2)CCN(C1)S(=O)(=O)N)F